N-(3-(5-(((1-Acetylpiperidin-4-yl)amino)methyl)-3'-chloro-6-methoxy-[2,4'-bipyridin]-2'-yl)-2-chlorophenyl)-5-((3-(hydroxymethyl)azetidin-1-yl)methyl)-4-methoxypicolinamide C(C)(=O)N1CCC(CC1)NCC=1C=CC(=NC1OC)C1=C(C(=NC=C1)C=1C(=C(C=CC1)NC(C1=NC=C(C(=C1)OC)CN1CC(C1)CO)=O)Cl)Cl